FC=1C(=NC(=NC1)NC1=CC=2OCCOCCOCCOC2C=C1)NC1CN(CCC1)C(C=C)=O 1-[3-[[5-fluoro-2-(2,5,8,11-tetraoxabicyclo[10.4.0]hexadeca-1(12),13,15-trien-14-ylamino)pyrimidin-4-yl]amino]-1-piperidyl]prop-2-en-1-one